2,3-dihydro-1H-indene-1-carbonitrile C1(CCC2=CC=CC=C12)C#N